O(C1=CC=CC=C1)C1=CC=C(O[C@@H]2CN(CC2)CC(=O)N2[C@@H](CCC2)C#N)C=C1 (S)-1-(2-((S)-3-(4-Phenoxyphenoxy)pyrrolidin-1-yl)acetyl)pyrrolidin-2-carbonitril